C1(CC1)C1=C(C(=NO1)C1=C(C=CC=C1Cl)Cl)C=C1CC2(C1)CCN(CC2)C=2SC1=C(N2)C(=CC(=C1)C(=O)O)F 2-(2-((5-cyclopropyl-3-(2,6-dichlorophenyl)isoxazol-4-yl)methylene)-7-azaspiro[3.5]non-7-yl)-4-fluorobenzo[d]thiazole-6-carboxylic acid